BrC1=CC=C(C=C1)C=1CCC(N(N1)C1=CC=CC=C1)=O 6-(4-bromophenyl)-2-phenyl-4,5-dihydropyridazin-3(2H)-one